N-((3-methyl-2-(tetrahydro-2H-pyran-4-yl)-1H-indol-5-yl)methyl)-2-(trifluoromethyl)pyrimidine-5-carboxamide CC1=C(NC2=CC=C(C=C12)CNC(=O)C=1C=NC(=NC1)C(F)(F)F)C1CCOCC1